OC1=C(C=CC=C1)C1=NN(C(C1)C=1SC=CC1)C(C)=O 1-[3-(2-Hydroxyphenyl)-5-thiophen-2-yl-4,5-dihydropyrazol-1-yl]-ethanone